C1(CC1)CN1C2CC(CC1CC2)N2CCC(CC2)C=2C=C(C=1N(C2)C=C(N1)C1=CC=C(C=C1)S(=O)(=O)C)F 6-(1-(8-(cyclopropylmethyl)-8-azabicyclo[3.2.1]octan-3-yl)piperidin-4-yl)-8-fluoro-2-(4-(methylsulfonyl)phenyl)imidazo[1,2-a]pyridine